CC1=C(C=CC(=C1)N1CC2=CC=CC=C2CC1)C=1C=C2CCN[C@H](C2=CC1)CNC1=C(C(=O)O)C=CN=C1 (R)-3-(((6-(2-methyl-4-(3,4-dihydroisoquinolin-2(1H)-yl)phenyl)-1,2,3,4-tetrahydro-isoquinolin-1-yl)methyl)amino)isonicotinic acid